C1(=CC=CC=C1)S(=O)(=O)N1C=C(C=2C1=NC=C(C2)F)C2=NC=C(C(=N2)N[C@@H]2CN(CCC2)C(=O)OC(C)(C)C)C=C tert-butyl (3S)-3-[[2-[1-(benzenesulfonyl)-5-fluoro-pyrrolo[2,3-b]pyridin-3-yl]-5-vinyl-pyrimidin-4-yl]amino]piperidine-1-carboxylate